C(C)(C)(C)C1=CC=C(C=C1)[C@@H]1C(CN(CC1)C(=O)C1CC2(C1)NC(OC2)=O)C |o1:10| (2s,4R*)-2-((31S*,4S*)-4-(4-(tert-Butyl)phenyl)-3-methylpiperidine-1-carbonyl)-7-oxa-5-azaspiro[3.4]octan-6-one